FC(C=1C=CC=2N(C=3C=CC(=CC3C2N1)C(=O)O)C1=CC=C(C=C1)C(F)(F)F)(F)F 2-(trifluoromethyl)-5-[4-(trifluoromethyl)phenyl]-5H-pyrido[3,2-b]indole-8-carboxylic acid